BrC1=CN=CS1 5-bromo-1,3-thiazole